(S)-2-azido-N-(3-fluoro-4-(hydroxymethyl)phenyl)acrylamide N(=[N+]=[N-])C(C(=O)NC1=CC(=C(C=C1)CO)F)=C